methyl-[[1-(5-hydroxy-3-pyridinyl)-3-(trifluoromethyl)-4,5,6,7-tetrahydroindazol-7-yl] methyl] piperidine-4-carboxylate N1CCC(CC1)C(=O)OC(C1CCCC=2C(=NN(C12)C=1C=NC=C(C1)O)C(F)(F)F)C